isobutyl-2-methylpropan-1-amine C(C(C)C)C(C(C)C)N